C(C)(C)(C)C1=CC=C(C=C1)S(=O)(=O)/C=C/C(=O)C1=CC=CC=C1 (E)-3-(4-tert-butylbenzenesulfonyl)-1-phenyl-2-propen-1-one